C(C)(C)(C)OC(C1=CC(=C(C(=C1)OC)OC)O)=O 3-hydroxy-4,5-dimethoxybenzoic acid tert-butyl ester